C(C)(C)NC(O[C@H]1C[C@H](CC1)C=1NN=C(C1)NC(=O)[C@H]1[C@@H](C1)C1=C(C(=CC=C1)O)C=O)=O (1R,3S)-3-{5-[(1R,2R)-2-(2-formyl-3-hydroxyphenyl)cyclopropane-amido]-2H-pyrazol-3-yl}cyclopentyl N-isopropylcarbamate